N-(trimethylsilyl)pyridinamine C[Si](NC1=NC=CC=C1)(C)C